C(C1=CC=CC=C1)OC=1C=C2C3=C(NC2=CC1)C=NC(=C3COC)C=3OC(=NN3)C(F)(F)F 2-(6-(benzyloxy)-4-(methoxymethyl)-9H-pyrido[3,4-b]indol-3-yl)-5-(trifluoromethyl)-1,3,4-oxadiazole